1-((CIS)-2-((((CIS)-4-isopropylcyclohexyl)oxy)methyl)-3-(1H-pyrazol-3-yl)piperidin-1-yl)propan-1-one C(C)(C)[C@H]1CC[C@H](CC1)OC[C@@H]1N(CCC[C@@H]1C1=NNC=C1)C(CC)=O